C1C=2N(C=CN1C(=O)O)C=CC2 Pyrrolo[1,2-a]Pyrazine-2-carboxylic acid